[(2S,3R)-7-[6-tert-butyl-5-(trideuteriomethyl)pyrrolo[2,3-b]pyrazin-3-yl]-3-isopropoxy-azepan-2-yl]methanol C(C)(C)(C)C1=CC=2C(=NC(=CN2)C2CCC[C@H]([C@@H](N2)CO)OC(C)C)N1C([2H])([2H])[2H]